C(C1=CC=CC=C1)N(CCS(=O)(=O)NCCNC(OC(C)(C)C)=O)C=1C2=C(N=C(N1)N1CCN(CC1)C)C=NC(=C2)Cl tert-butyl (2-((N-benzyl-2-((6-chloro-2-(4-methylpiperazin-1-yl)pyrido[3,4-d]pyrimidin-4-yl)amino)ethyl)sulfonamido)ethyl)carbamate